chloro-6-methyl-pyridine-2-carboxamide ClC=1C(=NC(=CC1)C)C(=O)N